CN1C(NC(C2=CC=C(C=C12)C=1C2=C(N=C(N1)N1[C@H](CC1)C)CCC2)=O)=O (S)-1-methyl-7-(2-(2-methylazetidin-1-yl)-6,7-dihydro-5H-cyclopenta[d]pyrimidin-4-yl)quinazoline-2,4(1H,3H)-dione